C(=C)[SiH2][SiH2][SiH3] vinyl-trisilane